NC=1C(=CC(=C(C1)NC1=NC=CC(=N1)N1C(N(C2=C1C=CC(=C2)F)C(C)C)=O)OC)N(C)CCN(C)C 1-(2-(5-Amino-4-((2-(dimethylamino)ethyl)(methyl)amino)-2-methoxyphenylamino)pyrimidin-4-yl)-5-fluoro-3-isopropyl-1H-benzo[d]imidazol-2(3H)-one